Tert-butyl 2-((2,3-dihydro-1H-inden-2-yl) amino)-7,8-dihydropyrido[4,3-d]pyrimidine-6(5H)-carboxylate C1C(CC2=CC=CC=C12)NC=1N=CC2=C(N1)CCN(C2)C(=O)OC(C)(C)C